[O-2].[Hf+4].[Se+2].[O-2].[O-2] Selenium Hafnium oxide